4-((5'-methoxy-2-oxo-2H-[1,2'-bipyridyl]-3-yl)amino)-N-methylpyridazine-3-carboxamide COC=1C=CC(=NC1)N1C(C(=CC=C1)NC1=C(N=NC=C1)C(=O)NC)=O